1-(4-((3-amino-5-(11-oxa-1,7-diaza-dispiro[2.0.54.33]dodecan-7-yl)pyrazin-2-yl)thio)-3,3-difluoroindolin-1-yl)ethan-1-one NC=1C(=NC=C(N1)N1CCC2(C3(CN3)COC2)CC1)SC1=C2C(CN(C2=CC=C1)C(C)=O)(F)F